FC=1C=C(C=CC1F)C1(CN(C1)C)C(=O)OCC ethyl 3-(3,4-difluorophenyl)-1-methylazetidine-3-carboxylate